(3S)-3-(2-(2,6-dimethylphenyl)pyridin-4-yl)-3-(4-methyl-2-(4-methyl-2-oxopyridin-1(2H)-yl)pentanamido)propanoic acid CC1=C(C(=CC=C1)C)C1=NC=CC(=C1)[C@H](CC(=O)O)NC(C(CC(C)C)N1C(C=C(C=C1)C)=O)=O